N-ethyl-4-oxo-4-(2-thioxothiazolidin-3-yl)butanamide C(C)NC(CCC(N1C(SCC1)=S)=O)=O